(R)-8-(8-((3-(trifluoromethyl)pyridin-4-yl)thio)imidazo[1,2-c]pyrimidin-5-yl)-8-azaspiro[4.5]decan-1-amine FC(C=1C=NC=CC1SC=1C=2N(C(=NC1)N1CCC3(CCC[C@H]3N)CC1)C=CN2)(F)F